N1C=C(C=2C1=NC=CC2)C2CCN(CC2)C(=O)C2OC1=C(NC2)C=CC=C1 2-(4-[1H-pyrrolo[2,3-b]pyridin-3-yl]piperidine-1-carbonyl)-3,4-dihydro-2H-1,4-benzoxazine